C1CC12CNCC2NC2=CC=C(C(=N2)C)C2=NC=CC(=N2)C#N 2-(6-((5-azaspiro[2.4]hept-7-yl)amino)-2-methylpyridin-3-yl)pyrimidine-4-carbonitrile